3-(isopropyl-thiomethyl)azetidine-1-carboxylic acid tert-butyl ester C(C)(C)(C)OC(=O)N1CC(C1)CSC(C)C